ClC1=NC(=NC(=C1C(F)F)Cl)N=CN(C)C N'-[4,6-dichloro-5-(difluoromethyl)pyrimidin-2-yl]-N,N-dimethyl-formamidine